[phenyl-(2,2,2-trifluoroacetyl)oxy-lambda3-iodanyl] 2,2,2-trifluoroacetate FC(C(=O)OI(OC(C(F)(F)F)=O)C1=CC=CC=C1)(F)F